ClS(=O)(=O)NC(OC(C)(C)C)=O tert-Butyl Chlorosulfonylcarbamate